COC(C1=C(C=CC=C1)[C@@H]1O[C@H]([C@@H](C1=C)OC(C)=O)N1N=CC=2C1=NC(=NC2NC2[C@@H]1CC3CC(CC2C3)(C1)O)Cl)=O ((2S,4R,5R)-4-Acetyloxy-5-(6-chloro-4-(((1R,5R)-5-hydroxyadamantan-2-yl)amino)-1H-pyrazolo[3,4-d]pyrimidin-1-yl)-3-methylenetetrahydrofuran-2-yl)benzoic acid methyl ester